tert-butyl (3S,4S)-3,4-bis(p-tolylsulfonyloxymethyl)pyrrolidine-1-carboxylate C1(=CC=C(C=C1)S(=O)(=O)OC[C@@H]1CN(C[C@H]1COS(=O)(=O)C1=CC=C(C=C1)C)C(=O)OC(C)(C)C)C